C(CCCC)OC(CCOCCCCC)=O 3-amyl-oxypropionic acid amyl ester